2-(2-cyclopropyl-4-nitrophenyl)-2-azaspiro[3.5]nonan-7-one C1(CC1)C1=C(C=CC(=C1)[N+](=O)[O-])N1CC2(C1)CCC(CC2)=O